(S)- or (R)-5-(4'-Difluoromethyl-2'-methoxy-3,4,5,6-tetrahydro-2H-[1,3']bipyridinyl-4-yl)-2,4-dimethyl-7-(2-trifluoromethyl-benzyl)-2,4,5,7-tetrahydro-pyrazolo[3,4-d]pyrimidin-6-one FC(C1=C(C(=NC=C1)OC)N1CCC(CC1)N1C(N(C=2C([C@@H]1C)=CN(N2)C)CC2=C(C=CC=C2)C(F)(F)F)=O)F |o1:21|